methyl 4'-bromo-2'-oxospiro[cyclohexane-1,3'-indoline]-6'-carboxylate BrC1=C2C3(C(NC2=CC(=C1)C(=O)OC)=O)CCCCC3